FC=1C(=C(C=CC1)C1=NC=C2NC(N(C2=N1)CC1=CC=C(C=C1)C=1N=CN(C1)C)=O)C(C)C 2-(3-fluoro-2-isopropylphenyl)-9-(4-(1-methyl-1H-imidazol-4-yl)benzyl)-7,9-dihydro-8H-purin-8-one